carboxy-2',4'-dichloro-[1,1'-biphenyl] C(=O)(O)C1=C(C=CC=C1)C1=C(C=C(C=C1)Cl)Cl